6-(Benzyloxy)-1,4a-dimethyl-1,2,3,4,4a,9,10,10a-octahydrophenanthrene-1-carboxylic acid C(C1=CC=CC=C1)OC=1C=C2C3(CCCC(C3CCC2=CC1)(C(=O)O)C)C